3,5-difluoroquinolin FC=1C=NC2=CC=CC(=C2C1)F